C(CCC)O.C(CCC)O.[Ti] titanium bis(n-butanol)